O=C1N(CC2=CC(=CC=C12)N1CC2(C1)CC(C2)N2CCNCC2)C2C(NC(CC2)=O)=O 3-[1-oxo-5-(6-piperazin-1-yl-2-azaspiro[3.3]heptan-2-yl)isoindolin-2-yl]piperidine-2,6-dione